ethyl (S)-7-fluoro-1-(oxetan-2-ylmethyl)-2-(piperidin-4-ylidenemethyl)-1H-benzo[d]imidazole-6-carboxylate FC1=C(C=CC2=C1N(C(=N2)C=C2CCNCC2)C[C@H]2OCC2)C(=O)OCC